N-(4-(5-(2-(3-chlorophenoxy)ethyl)-2,3,4,5-tetrahydro-1H-benzo[b][1,4]diazepine-1-Carbonyl)phenyl)-[1,1'-biphenyl]-2-carboxamide ClC=1C=C(OCCN2C3=C(N(CCC2)C(=O)C2=CC=C(C=C2)NC(=O)C=2C(=CC=CC2)C2=CC=CC=C2)C=CC=C3)C=CC1